[Mg].[Ca].[Fe].[Al] aluminum-iron-calcium-magnesium